CC1=C(C2=C(N=CN=C2NC2(CC2)C)O1)C(=O)N1CCN(CC1)C1=CC=CC=C1 6-Methyl-N-(1-methylcyclopropyl)-5-(4-phenylpiperazine-1-carbonyl)furo[2,3-d]pyrimidin-4-amine